CC1=NN2C(C=CC(=C2)B2OC(C(O2)(C)C)(C)C)=N1 2-methyl-6-(4,4,5,5-tetramethyl-1,3,2-dioxaborolan-2-yl)-[1,2,4]triazolo[1,5-a]pyridine